C(C)C1=NN2C(CC[C@@H]([C@@H]2COC2CCN(CC2)C2=CC=CC=C2)NS(=O)(=O)C)=C1 |r| rac-N-[(6S,7R)-2-ethyl-7-{[(1-phenylpiperidin-4-yl)oxy]methyl}-4,5,6,7-tetrahydropyrazolo[1,5-a]pyridin-6-yl]methanesulfonamide